4-methyl-3-[(E)-2-(5-phenylpyridin-3-yl)vinyl]benzamide CC1=C(C=C(C(=O)N)C=C1)\C=C\C=1C=NC=C(C1)C1=CC=CC=C1